3,6-anhydro-β-galactose O[C@H]1[C@H](O)[C@@H]2[C@@H](O)[C@H](O1)CO2